1-(2-Hydroxyethyl)-6-((1-((1-methylcyclopropyl)sulfonyl)cyclopropyl)methyl)-7-oxo-4,5,6,7-tetrahydro-1H-pyrazolo[3,4-c]pyridine-3-carboxylic acid OCCN1N=C(C2=C1C(N(CC2)CC2(CC2)S(=O)(=O)C2(CC2)C)=O)C(=O)O